1-methyl-N-(2-(2-methylpyridin-4-yl)-1H-pyrrolo[3,2-c]pyridin-6-yl)-1H-indazole-4-carboxamide CN1N=CC=2C(=CC=CC12)C(=O)NC1=CC2=C(C=N1)C=C(N2)C2=CC(=NC=C2)C